(2S)-2-(9H-fluoren-9-ylmethoxycarbonylamino)-3-(2-fluoro-5-iodophenyl)propanoic acid C1=CC=CC=2C3=CC=CC=C3C(C12)COC(=O)N[C@H](C(=O)O)CC1=C(C=CC(=C1)I)F